BrC1=CC=C(C=C1)/C=C(\C(=O)C=1C=CC2=C(CC(O2)(C)C)C1)/C(F)(F)F (E)-3-(4-bromophenyl)-1-(2,2-dimethyl-2,3-dihydrobenzofuran-5-yl)-2-(trifluoromethyl)prop-2-en-1-one